C(C=C)(=O)[Si].[Li] lithium alloyl-silicon